C(OCCC1(N=N1)CCC#C)(OC1=CC=C(C=C1)[N+](=O)[O-])=O 2-(3-(but-3-yn-1-yl)-3H-diazirin-3-yl)ethyl (4-nitrophenyl) carbonate